FC(C(CCI)(F)F)(F)F 1,1,1,2,2-pentafluoro-4-Iodobutane